C(C1=CC=CC=C1)OC(=O)N[C@H](C(=O)NC(CCC[C@@H](C(=O)OC(C)(C)C)NC(=O)N[C@@H](CCC(=O)OC(C)(C)C)C(=O)OC(C)(C)C)C)CC=1N=CNC1 di-tert-butyl (((S)-6-((S)-2-(((benzyloxy)carbonyl)amino)-3-(1H-imidazol-4-yl)propanamido)-1-(tert-butoxy)-1-oxoheptan-2-yl)carbamoyl)-L-glutamate